COC(C1=C(C(=CC=C1F)NC(C1=C(C=CC(=C1)NC(=O)[C@@H]1C([C@H]1C1=CC(=CC(=C1)Cl)Cl)(Cl)Cl)Cl)=O)F)=O Trans-3-(2-chloro-5-(2,2-dichloro-3-(3,5-dichlorophenyl)cyclopropane-1-carboxamido)benzamido)-2,6-difluorobenzoic acid methyl ester